CNC(=O)C1=CC=C(C=C1)C=1N=C2SC3=C(N2C1)C=CC(=C3)C(=O)NC3[C@@H]1CN(C[C@H]31)C(=O)OC(C)(C)C Tert-butyl (1R,5S,6s)-6-(2-(4-(methylcarbamoyl)phenyl)benzo[d]imidazo[2,1-b]thiazole-7-carboxamido)-3-azabicyclo[3.1.0]hexane-3-carboxylate